CC1=C(OC(C(=O)OCC)(C)C)C(=CC(=C1)CN1CCN(CC1)CC1=CC=C(C=C1)C1=CC=C(C=C1)C(F)(F)F)C Ethyl 2-(2,6-dimethyl-4-((4-((4'-(trifluoromethyl)-[1,1'-biphenyl]-4-yl) methyl) piperazin-1-yl) methyl) phenoxy)-2-methylpropionate